5-(8-((4-(thiazol-5-yl)benzyl)oxy)quinolin-4-yl)thiazole S1C=NC=C1C1=CC=C(COC=2C=CC=C3C(=CC=NC23)C2=CN=CS2)C=C1